C(C(C)C)C1CN(CC1)CC1=C2C(=NC(=C1)C=1C=C3CN(C(C3=CC1)=O)C1C(NC(CC1)=O)=O)NC=C2 3-(5-(4-((3-isobutylpyrrolidin-1-yl)methyl)-1H-pyrrolo[2,3-b]pyridin-6-yl)-1-oxoisoindolin-2-yl)piperidine-2,6-dione